ClC1=CC=C(C=C1)C(C(=O)N1C=CC2=C(C=C(C=C12)C(F)(F)F)C)NC=1C=C(OCCCC(=O)O)C=C(C1)OC 4-(3-((1-(4-chlorophenyl)-2-(4-methyl-6-(trifluoromethyl)indol-1-yl)-2-oxoethyl)amino)-5-methoxyphenoxy)butanoic acid